2,3-dichloro-4-nitroaniline ClC1=C(N)C=CC(=C1Cl)[N+](=O)[O-]